(+/-)-1-(1-(3-chlorophenyl)-2-hydroxyethyl)-N5-((1r,4r)-4-methoxycyclohexyl)-N3-methyl-1H-pyrazole-3,5-dicarboxamide ClC=1C=C(C=CC1)[C@H](CO)N1N=C(C=C1C(=O)NC1CCC(CC1)OC)C(=O)NC |r|